4-methyl-1,2-diphenylethanone CC1=CC=C(C=C1)C(CC1=CC=CC=C1)=O